ClC1=C(C(=CC=C1)Cl)N1C=2N(C3=C(C1=O)C=NC(=N3)NC3=CC(=C(C=C3)N3CCN(CCC3)C)C)C=CN2 6-(2,6-dichlorophenyl)-2-{[3-methyl-4-(4-methyl-1,4-diazepan-1-yl)phenyl]amino}imidazo[1,2-a]pyrimido[5,4-e]pyrimidin-5(6H)-one